6-fluoro-5-((((1r,3r)-3-(4-fluoro-3-(trifluoromethyl)phenoxy)cyclobutyl)amino)methyl)isoquinoline-8-carbaldehyde FC=1C(=C2C=CN=CC2=C(C1)C=O)CNC1CC(C1)OC1=CC(=C(C=C1)F)C(F)(F)F